C(C1=CC=CC=C1)OC[C@@]1(N(CCC1)C)COC1=NC2=C(C(=C(C=C2C(=N1)N1CC2CCC(C1)N2C(=O)OC(C)(C)C)Cl)Br)F tert-butyl 3-[2-[[(2R)-2-(benzyloxymethyl)-1-methyl-pyrrolidin-2-yl]methoxy]-7-bromo-6-chloro-8-fluoro-quinazolin-4-yl]-3,8-diazabicyclo[3.2.1]octane-8-carboxylate